C1(CCCCC1)CCN1CCN(CC1)C(=O)C1=CC=C(C=C1)OCC [4-(2-cyclohexylethyl)piperazin-1-yl]-(4-ethoxy-phenyl)methanone